CN1N=CC=C1C=1C=C(C=CC1)N1C=C(C=CC1=O)C(=O)N 1-[3-(2-methylpyrazol-3-yl)phenyl]-6-oxo-pyridine-3-carboxamide